C(CCCNC(C1=CC=CC=C1)=O)NC(C1=CC=CC=C1)=O N,N'-(butane-1,4-diyl)-dibenzamide